2-{[4-({3-[(2-chloro-4-methylphenoxy)methyl]phenyl}difluoromethyl)piperidin-1-yl]methyl}-1-[(1-ethyl-1H-imidazol-5-yl)methyl]-1H-1,3-benzodiazole-6-carboxylic acid ClC1=C(OCC=2C=C(C=CC2)C(C2CCN(CC2)CC2=NC3=C(N2CC2=CN=CN2CC)C=C(C=C3)C(=O)O)(F)F)C=CC(=C1)C